N1N=CC(=C1)CNC1=C(C=C(C(=O)OC)C=C1[N+](=O)[O-])OC Methyl 4-(((1H-pyrazol-4-yl) methyl) amino)-3-methoxy-5-nitrobenzoate